2-(5-Phenyl-[1,3,4]-oxadiazol-2-yl)-benzo[f]chromen-3-one C1(=CC=CC=C1)C1=NN=C(O1)C=1C(OC=2C=CC3=C(C2C1)C=CC=C3)=O